CN(CCCN1CN(CN(C1)CCCN(C)C)CCCN(C)C)C 1,3,5-tris(3-(dimethylamino)propyl)hexahydro-s-triazine